(±)-tert-butyl N-[3-[[(trans)-2-cyanocyclopropanecarbonyl]amino]-6-(8-methylpyrido[2,3-b]pyrazin-7-yl)-8-isoquinolyl]carbamate C(#N)[C@H]1[C@@H](C1)C(=O)NC=1N=CC2=C(C=C(C=C2C1)C1=C(C=2C(=NC=CN2)N=C1)C)NC(OC(C)(C)C)=O |r|